C(C)(C)(C)[Si]1(C(C1C)C)C(C)(C)C 1,1-Di-tert-butyl-2,3-dimethylsiliran